ClCC=1OC2=C(N1)C=C(C=C2C)C 2-(chloromethyl)-5,7-dimethylbenzo[d]oxazole